N,N'-dibenzyl-ethane-1,2-diamine C(C1=CC=CC=C1)NCCNCC1=CC=CC=C1